[Si](=[Ni])=[Ni] Nickel Silicide